N-(4-(3-((2-(3-oxa-8-azabicyclo[3.2.1]octan-8-yl)ethyl)amino)-6-((3-oxo-3,4-dihydropyrazin-2-yl)amino)-1H-pyrazolo[4,3-c]pyridin-1-yl)-3-methoxyphenyl)methanesulfonamide C12COCC(CC1)N2CCNC2=NN(C1=C2C=NC(=C1)NC1=NC=CNC1=O)C1=C(C=C(C=C1)NS(=O)(=O)C)OC